CNC1=CC=CC(=N1)C1=CNC2=NC(=CC=C21)NC(=O)C2CC2 N-(3-(6-(methylamino)pyridin-2-yl)-1H-pyrrolo[2,3-b]pyridin-6-yl)cyclopropanecarboxamide